tert-butyl (1R,5S)-3-[methyl-[6-[7-pyrazol-1-yl-1-(2-trimethylsilylethoxymethyl) indazol-4-yl]-1,2,4-triazin-3-yl] amino]-8-azabicyclo[3.2.1]octane-8-carboxylate CN(C1C[C@H]2CC[C@@H](C1)N2C(=O)OC(C)(C)C)C=2N=NC(=CN2)C2=C1C=NN(C1=C(C=C2)N2N=CC=C2)COCC[Si](C)(C)C